3-(3-chloro-4-fluorophenyl)-1-methyl-1-(1-(8-oxo-7,8-dihydro-1,7-naphthyridin-5-yl)ethyl)urea ClC=1C=C(C=CC1F)NC(N(C(C)C=1C=2C=CC=NC2C(NC1)=O)C)=O